CS(=O)(=O)C1=CC=C(OCC2CNCCCC2)C=C1 3-((4-(methylsulfonyl)phenoxy)methyl)azepane